NC1=C(C=C2C(=N1)C=C(N2CO)CN(C(C)=O)C2=C(C1=CC=CC=C1C=C2)C#N)C N-[[5-amino-1-(hydroxymethyl)-6-methyl-pyrrolo[3,2-b]pyridin-2-yl]methyl]-N-(1-cyano-2-naphthyl)acetamide